4-(1H-pyrrolo[3,2-c]pyridin-4-yl)-N-[(tetrahydrofuran-3-yl)methyl]benzamide N1C=CC=2C(=NC=CC21)C2=CC=C(C(=O)NCC1COCC1)C=C2